NC1=NC=2CCCCC2C2=C1N=C(N2CC(CO)(CO)C)COCC 2-((4-amino-2-(ethoxymethyl)-6,7,8,9-tetrahydro-1H-imidazo[4,5-c]quinolin-1-yl)methyl)-2-methylpropan-1,3-diol